ClC1=C(CNC(=O)[C@]2(C=3C=CC=NC3[C@H](CC2)O)F)C(=CC=C1F)F (5S,8S)-N-(2-chloro-3,6-difluorobenzyl)-5-fluoro-8-hydroxy-5,6,7,8-tetra-hydroquinoline-5-carboxamide